C(#N)C=1C=NN2C1C(=CC(=C2)C=2C=NN(C2)C)OCC2CCN(CC2)C(=O)OC(C)(C)C tert-Butyl 4-(((3-cyano-6-(1-methyl-1H-pyrazol-4-yl)pyrazolo[1,5-a]pyridin-4-yl)oxy)methyl)piperidine-1-carboxylate